8-amino-N-{4-[2-(4,4-dimethyl-1,4'-bipiperidin-1'-yl)-2-oxoethyl]-1,3-thiazol-2-yl}-4,4-dimethyl-1-(tetrahydro-2H-pyran-2-yl)-4,5-dihydro-1H-pyrazolo[4,3-H]quinazoline-3-carboxamide NC1=NC=2C3=C(C(CC2C=N1)(C)C)C(=NN3C3OCCCC3)C(=O)NC=3SC=C(N3)CC(=O)N3CCC(CC3)N3CCC(CC3)(C)C